C(#N)C1(CCC1)COS(=O)(=O)C1=CC=C(C)C=C1 toluene-4-sulfonic acid 1-cyano-cyclobutylmethyl ester